4,4'-(1,3-butadiyn-1,4-diyl)bisbenzaldehyde C(#CC#CC1=CC=C(C=O)C=C1)C1=CC=C(C=O)C=C1